C(CCC)C1(OC2=C(C(=N1)C=1C=NN3C1N=CC(=C3C(F)(F)F)C)C=CC=C2F)C 2-butyl-8-fluoro-2-methyl-4-(6-methyl-7-(trifluoromethyl)pyrazolo[1,5-a]pyrimidin-3-yl)-2H-benzo[e][1,3]oxazine